CC1=CNC2=CC=C(C=C12)CN1CCCCC1 3-methyl-5-(1-piperidylmethyl)-1H-indole